methyl-1H-1,5-diazaindene-2-carboxylic acid methyl ester COC(=O)C=1N(C2=CC=NC=C2C1)C